1-amino-N-((5-(2-((6-methoxy-2-methylquinazolin-4-yl)thio)acetyl)thiophen-2-yl)methyl)cyclopropane-1-carboxamide NC1(CC1)C(=O)NCC=1SC(=CC1)C(CSC1=NC(=NC2=CC=C(C=C12)OC)C)=O